FC(C=1C=C(C=CC1F)C=1C=C2C(=NC1)C=NN2CC=2OC(=NN2)C(F)(F)F)F 2-[[6-[3-(Difluoromethyl)-4-fluoro-phenyl]pyrazolo[4,3-b]pyridin-1-yl]methyl]-5-(trifluoromethyl)-1,3,4-oxadiazole